NC1=NC=NC=2N(C3=CC=C(C=C3C21)N(C)C)CC(=O)O 2-(4-amino-6-(dimethylamino)-9H-pyrimido[4,5-b]indol-9-yl)acetic acid